(3-Chloropropyl)(methyl)sulfane ClCCCSC